CN(CCN1N=C2C=C(C(=CC2=C1)OC1=C(C=C(C=C1C)F)C)C=1C2=C(C(N(C1)C)=O)NC(=C2)C(=O)NCC)C 4-(2-(2-(dimethylamino)ethyl)-5-(4-fluoro-2,6-dimethylphenoxy)-2H-indazol-6-yl)-N-ethyl-6-methyl-7-oxo-6,7-dihydro-1H-pyrrolo[2,3-c]pyridine-2-carboxamide